3-Amino-3-{[1-(propanoyloxy)propan-2-yl]carbamoyl}propanoic acid NC(CC(=O)O)C(NC(COC(CC)=O)C)=O